4-(4-((1R,5S)-3,8-diazabicyclo[3.2.1]octan-3-yl)-8-fluoro-2-(3-hydroxy-2-phenylpropoxy)quinazolin-7-yl)naphthalen-2-ol [C@H]12CN(C[C@H](CC1)N2)C2=NC(=NC1=C(C(=CC=C21)C2=CC(=CC1=CC=CC=C21)O)F)OCC(CO)C2=CC=CC=C2